FC(OC1=CC(=C(C=C1)C(F)F)F)F 4-Difluoromethoxy-1-difluoromethyl-2-fluorobenzene